5-(4-((piperidin-4-ylsulfonyl)ethynyl)-2-(trifluoromethyl)phenoxy)-1H-1,2,3-triazole-4-carboxylic acid N1CCC(CC1)S(=O)(=O)C#CC1=CC(=C(OC2=C(N=NN2)C(=O)O)C=C1)C(F)(F)F